O1CC[C@@H](C2=CC=CC=C12)NC(=O)C1=CC2=C(N=C(S2)C2CCN(CC2)CCOCCOC)C=C1 (S)-N-(chroman-4-yl)-2-(1-(2-(2-methoxyethoxy)ethyl)piperidin-4-yl)benzo[d]thiazole-6-carboxamide